C(#N)C=1C=C(C=CC1F)N1C=CC=2C(C(CCC12)(F)F)O 1-(3-cyano-4-fluorophenyl)-5,5-difluoro-4-hydroxyl-4,5,6,7-tetrahydro-1H-indole